C(C)(C)(C)OC(=O)N1CCC(CC1)C1=CC=C(C=C1)C1=CC(=NC(=C1)N1N=NC(=C1)C1=CC=C(C=C1)C(F)(F)F)C(=O)O 4-(4-(1-(tert-butoxycarbonyl)piperidin-4-yl)phenyl)-6-(4-(4-(trifluoromethyl)phenyl)-1H-1,2,3-triazol-1-yl)picolinic acid